3-deuterio-4-[[(2S,3S,4S,5S)-3-(3,4-difluoro-2-methoxy-phenyl)-4,5-dimethyl-5-(trifluoromethyl)tetrahydrofuran-2-carbonyl]amino]pyridine-2-carboxamide [2H]C=1C(=NC=CC1NC(=O)[C@H]1O[C@@]([C@H]([C@H]1C1=C(C(=C(C=C1)F)F)OC)C)(C(F)(F)F)C)C(=O)N